3-[[4-(2,6-dimethylphenyl)-6-[(2R)-2-[(6-fluoro-2-pyridyl)methylamino]-4,4-dimethyl-pentoxy]pyrimidin-2-yl]sulfamoyl]benzoic acid CC1=C(C(=CC=C1)C)C1=NC(=NC(=C1)OC[C@@H](CC(C)(C)C)NCC1=NC(=CC=C1)F)NS(=O)(=O)C=1C=C(C(=O)O)C=CC1